FC1=C(C(=C(C=C1OC)OC)F)N1C(N(C2=C(C1)C=NC1=C2C=CN1)CCO)=O 3-(2,6-Difluoro-3,5-dimethoxyphenyl)-1-(2-hydroxyethyl)-1,3,4,7-tetrahydro-2H-pyrrolo[3',2':5,6]pyrido[4,3-d]pyrimidin-2-one